C(=O)(O)C1=C(C(=O)[O-])C=CC=C1.C(C)[NH3+] ethan-1-aminium 2-carboxybenzoate